ClC=1C(=NC=CC1)C(=O)NCCOC 3-chloro-N-(2-methoxyethyl)pyridinamide